BrC1=CC(=CC=2C3=CC(=CC(=C3NC12)Br)C(C)(C)C)C(C)(C)C 1,8-dibromo-3,6-di-tert-butylcarbazole